FC=1C=C(C=CC1F)[C@H](C)NC(=O)C1=NC(=CN=C1NCC1=CC=C(C=C1)C=1N=C2C(=NC1)NN=C2N)C#N 3-[4-(3-Amino-1H-pyrazolo[3,4-b]pyrazin-5-yl)-benzylamino]-6-cyano-pyrazine-2-carboxylic acid [(S)-1-(3,4-difluoro-phenyl)-ethyl]-amide